1-bicyclo[2.2.1]hept-5-en-2-yl-ethanone oxime C12C(CC(C=C1)C2)C(C)=NO